2-(1H-benzo[d]imidazol-1-yl)thiazole-5-carboxamide N1(C=NC2=C1C=CC=C2)C=2SC(=CN2)C(=O)N